FC(C1=CC=C(C=C1)C1=C(C=CC=C1)F)(F)F [4-(trifluoromethyl)phenyl]fluorobenzene